FC1=C(C=C(C(=C1O)F)C(F)(F)F)C=1OC2=C(N1)C=C(C=C2)C(=O)O 2-(2,4-Difluoro-3-hydroxy-5-(trifluoromethyl)phenyl)benzo[d]oxazole-5-carboxylic acid